N1(CCCCC1)C(=O)C1=C(C=CC=C1)C1=CC=CC=C1 (piperidine-1-carbonyl)biphenyl